lauric acid triethanolamine salt N(CCO)(CCO)CCO.C(CCCCCCCCCCC)(=O)O